NC=1C2=C(N=CN1)N(C=C2C#CC=2C(=CC1=C(N=C(S1)C)C2)F)[C@@H]2CN(CC2)C(C=C)=O (S)-1-(3-(4-amino-5-((6-fluoro-2-methylbenzo[d]thiazol-5-yl)ethynyl)-7H-pyrrolo[2,3-d]pyrimidin-7-yl)pyrrolidin-1-yl)prop-2-en-1-one